ClC1=CC(=C(O[C@H](C(=O)O)C)C=C1)C=1N=NSC1 (S)-2-[4-chloro-2-(1,2,3-thiadiazol-4-yl)phenoxy]propionic acid